C(C)(C)(C)OC(=O)N1CCN(CC1)C1=CC(=C(C=C1)Br)F 4-(4-bromo-3-fluorophenyl)piperazine-1-carboxylic acid tert-butyl ester